3-(((S)-oxetan-2-yl)methyl)-2-((4-(3-phenylchroman-8-yl)piperidin-1-yl)methyl)-3H-imidazo[4,5-b]pyridine-5-carboxylic acid O1[C@@H](CC1)CN1C(=NC=2C1=NC(=CC2)C(=O)O)CN2CCC(CC2)C=2C=CC=C1CC(COC21)C2=CC=CC=C2